ClC=1C=C2CO[C@]3(O[C@@H]([C@H]([C@@H]([C@H]3O)O)O)C)C2=CC1CC1=CC=C(S1)C(=O)NC 5-(((1S,3'R,4'S,5'S,6'R)-5-chloro-3',4',5'-trihydroxy-6'-methyl-3',4',5',6'-tetrahydro-3H-spiro[isobenzofuran-1,2'-pyran]-6-yl)methyl)-N-methylthiophene-2-formamide